C(C)OC(C(=C)C)=O.S(=O)(=O)(O)[N+](C)(C)CCCO sulfohydroxypropyldimethylammonium ethyl-methacrylate